OCC1=C(C(=CC=C1)OC)C=1C(=CC=CC1)C=O 2'-(hydroxymethyl)-6'-methoxy-[1,1'-biphenyl]-2-carbaldehyde